6-(isoquinoline-4-yl)-7-methoxy-1,9-dimethyl-9H-pyrido[3,4-b]indole C1=NC=C(C2=CC=CC=C12)C=1C=C2C3=C(N(C2=CC1OC)C)C(=NC=C3)C